CC1=CC=C(O1)C1=NC(=CC(=N1)O)O 2-(5-methylfuran-2-yl)pyrimidine-4,6-diol